(E)-N-(2-((4-fluorobenzyl)oxy)phenyl)-3-(4-methoxyphenyl)acrylamide FC1=CC=C(COC2=C(C=CC=C2)NC(\C=C\C2=CC=C(C=C2)OC)=O)C=C1